ethyl (S)-2-(2-(3-((2-formyl-3-hydroxyphenoxy)methyl)morpholine-4-carbonyl)-phenyl)acetate C(=O)C1=C(OC[C@H]2N(CCOC2)C(=O)C2=C(C=CC=C2)CC(=O)OCC)C=CC=C1O